tert-butyl 4-(2-((4-nitrophenyl)sulfonyl)hydrazine-1-carbonyl)piperazine-1-carboxylate [N+](=O)([O-])C1=CC=C(C=C1)S(=O)(=O)NNC(=O)N1CCN(CC1)C(=O)OC(C)(C)C